C(C(C)C)C1=CC=C(C=C1)C(C(=O)NNS(=O)(=O)C1=CC=C(C=C1)C)C N'-(2-(4-isobutylphenyl)propanoyl)-4-methylbenzenesulfonohydrazide